C(C)C=1C=NC=CC1C(=O)NC=1C=C2CCC(N(C2=CC1)C)=O 3-ethyl-N-(1-methyl-2-oxo-3,4-dihydroquinolin-6-yl)pyridine-4-carboxamide